N[C@@H]1[C@@H](OCC12CCN(CC2)C=2N=CC(=NC2)SC2=CC=NC1=C2OCC2N1C(N(C2)CCOC)=O)C 4-((5-((3S,4S)-4-amino-3-methyl-2-oxa-8-azaspiro[4.5]decan-8-yl)pyrazin-2-yl)thio)-8-(2-methoxyethyl)-6,6a,7,8-tetrahydro-9H-imidazo[1,5-d]pyrido[3,2-b][1,4]oxazin-9-one